7-bromo-2-(difluoromethyl)-4H-pyrido[3,2-d][1,3]oxazin-4-one BrC1=CC=2N=C(OC(C2N=C1)=O)C(F)F